CN(C(=O)OC(C)(C)C)C1=CC=C(C=CC2=NC=CC=C2)C=C1 4-(N-methyl-N-Boc-amino)styrylpyridine